(R)-8-fluoro-1-methyl-4-((1-methyl-1H-pyrazol-4-yl)methyl)-N-(1-methylcyclopropyl)-5-oxo-1,2,4,5-tetrahydroimidazo[1,2-a]quinazoline-7-sulfonamide FC1=C(C=C2C(N(C=3N(C2=C1)[C@@H](CN3)C)CC=3C=NN(C3)C)=O)S(=O)(=O)NC3(CC3)C